7-azaindole-5-boronic acid pinacol ester N1C=CC2=CC(=CN=C12)B1OC(C)(C)C(C)(C)O1